BrC=1C=CC(=C(C(=O)O)C1)C 5-bromo-2-methylbenzoic acid